4-(benzylthio)-3-chlorobenzonitrile C(C1=CC=CC=C1)SC1=C(C=C(C#N)C=C1)Cl